(1aR,5aR)-2-(5-Chloro-pyridin-2-yl)-1a,2,5,5a-tetrahydro-1H-2,3-diaza-cyclopropa[a]pentalene-4-carboxylic acid ((1S,2S)-1-hydroxymethyl-2-methyl-butyl)-amide OC[C@H]([C@H](CC)C)NC(=O)C=1C=2C[C@@H]3[C@H](C2N(N1)C1=NC=C(C=C1)Cl)C3